FC=1C=C(C=CC1C(F)(F)F)C1C(=C(NC=2N1N=C(C2)C(=O)NCC2CCN(CC2)C)C)C(=O)NC=2C=C1C=CN=CC1=CC2 7-(3-fluoro-4-(trifluoromethyl)phenyl)-N6-(isoquinolin-6-yl)-5-methyl-N2-((1-methylpiperidin-4-yl)methyl)-4,7-dihydropyrazolo[1,5-a]pyrimidine-2,6-dicarboxamide